CC(C)(C)OC(=O)N1CCN(CC1)C(C2=CC=C(C=C2)F)C(=O)O 2-(4-Boc-piperazinyl)-2-(4-fluorophenyl)acetic acid